((S)-2,2-Difluorocyclopropyl)((1R,5S)-3-(2-((1-(3-hydroxypropyl)-1H-pyrazol-4-yl)amino)pyrimidin-4-yl)-3,8-diazabicyclo[3.2.1]octan-8-yl)methanone FC1([C@@H](C1)C(=O)N1[C@H]2CN(C[C@@H]1CC2)C2=NC(=NC=C2)NC=2C=NN(C2)CCCO)F